C(\C=C\C1=CC(O)=C(O)C=C1)(=O)NC(=O)N caffeoylurea